C(C1=CC=CC=C1)OCCC(C#N)N(C(=O)C1=NN(C=2N(C([C@H]([C@H](C21)C2=CC=C(C=C2)F)NC(C2=CC(=CC=C2)C(F)(F)F)=O)=O)CC)C2=CC=CC=C2)C (4S,5S)-N-(3-(benzyloxy)-1-cyanopropyl)-7-ethyl-4-(4-fluorophenyl)-N-methyl-6-oxo-1-phenyl-5-(3-(trifluoromethyl)benzamido)-4,5,6,7-tetrahydro-1H-pyrazolo[3,4-b]pyridine-3-carboxamide